C(C)(C)(C)OC(=O)N1CCC2(CC1)C(C1=CC(=CC=C1C2)C2=C(C=CC=C2)C(C)C)O 1-hydroxy-6-(2-isopropylphenyl)-1,3-dihydrospiro[indene-2,4'-piperidine]-1'-carboxylic acid tert-butyl ester